2-(4-Carboxy-4'-methyl[1,1'-biphenyl]-3-yl)-1,3-dioxo-2,3-dihydro-1H-isoindole-5-carboxylic acid C(=O)(O)C1=C(C=C(C=C1)C1=CC=C(C=C1)C)N1C(C2=CC=C(C=C2C1=O)C(=O)O)=O